C(C)OC(C[C@@H](C=1C=C(C=CC1)C1=CC=C(C=C1)F)N)=O (S)-3-amino-3-(4'-fluorobiphenyl-3-yl)propionic acid ethyl ester